O1CCC(CC1)COC=1C=C(C=CC1)B(O)O 3-(TETRAHYDRO-2H-PYRAN-4-YL)METHOXYPHENYLBORONIC ACID